(7S)-2-(4-phenoxyphenyl)-7-[4-(prop-2-enoyl)piperazin-1-yl]-4,5,6,7-tetrahydro-2H-pyrazolo[4,3-b]pyridine-3-carboxamide O(C1=CC=CC=C1)C1=CC=C(C=C1)N1N=C2C(NCC[C@@H]2N2CCN(CC2)C(C=C)=O)=C1C(=O)N